FC(F)(F)C=1SC=CN1 trifluoromethyl-thiazol